2-nitroso-1-methylpyrrole N(=O)C=1N(C=CC1)C